8-(2-aminobenzoylamino)caprylic acid NC1=C(C(=O)NCCCCCCCC(=O)O)C=CC=C1